CCCC(CCCCCCCC)OC1=C(C(=O)O)C=CC=C1 (4-Dodecyloxy)benzoic acid